C(C)(C)(C)C=1C=C2C(C(C(OC2=CC1)(O)C1=CC=CC=C1)(F)F)C1=CC(=C(C(=C1)C(C)(C)C)O)C(C)(C)C 6-(tert-butyl)-4-(3,5-di-tert-butyl-4-hydroxyphenyl)-3,3-difluoro-2-phenylchroman-2-ol